C(C)N1CC(C1)COC=1C=C(C=CC1OC)NC1=NC(=CC(=N1)NC)C N2-(3-((1-ethylazetidin-3-yl)methoxy)-4-methoxyphenyl)-N4,6-dimethylpyrimidine-2,4-diamine